CN1N=C(C(=C1)C=1C(=NC(=CN1)C1=NNC=C1)C(=O)N)C1=NC=CC=C1 (1-methyl-3-(pyridin-2-yl)-1H-pyrazol-4-yl)-6-(1H-pyrazol-3-yl)pyrazine-2-carboxamide